N[C@@H]1CC(N(C1)C1=CC=C(C=C1)S(=O)(=O)N1CCN(CC1)C1=NC(=CC(=C1)C(F)(F)C1=NC(=C(N=C1)Cl)C)Cl)=O (4R)-4-amino-1-[4-[4-[6-chloro-4-[(5-chloro-6-methyl-pyrazin-2-yl)-difluoro-methyl]-2-pyridinyl]piperazin-1-yl]sulfonylphenyl]pyrrolidin-2-one